C(C)(C)(C)OC(=O)N1C[C@H](CCC1)NC1=NC=2N(C(=C1)N(CC1=CC=C(C=C1)C1=NC=CC=N1)C(=O)OC(C)(C)C)N=CC2C2CC2 (S)-3-((7-((tert-Butoxycarbonyl)(4-(pyrimidin-2-yl)benzyl)amino)-3-cyclopropylpyrazolo[1,5-a]pyrimidin-5-yl)amino)piperidine-1-carboxylic acid tert-butyl ester